(S)-4-(2-(2-(2-(4-hydroxy-4-methylpiperidin-1-yl)ethyl)-5-methyl-1,2,3,4-tetrahydroisoquinolin-7-yl)-5H-pyrrolo[2,3-b]pyrazin-7-yl)-N-methyl-N-((tetrahydrofuran-3-yl)methyl)benzamide OC1(CCN(CC1)CCN1CC2=CC(=CC(=C2CC1)C)C=1N=C2C(=NC1)NC=C2C2=CC=C(C(=O)N(C[C@H]1COCC1)C)C=C2)C